FC1(CC2(C1)CN([C@@H](C2)C(N[C@H](C(=O)OC)C[C@H]2C(NCCC2)=O)=O)C(=O)OC(C)(C)C)F tert-butyl (7S)-2,2-difluoro-7-[[(1S)-2-methoxy-2-oxo-1-[[(3S)-2-oxo-3-piperidyl]methyl]ethyl]carbamoyl]-6-azaspiro[3.4]octane-6-carboxylate